5,8,11,14-Eicosatetraenoic acid, methyl ester C(CCCC=CCC=CCC=CCC=CCCCCC)(=O)OC